ethyl 1-(tert-butyldimethylsilyl)-3-methoxypyrazole-4-carboxylate [Si](C)(C)(C(C)(C)C)N1N=C(C(=C1)C(=O)OCC)OC